1-(2-chloro-3,5-dimethoxymethylphenyl)-3-(6-methoxynaphthalen-2-yl)-(2E)-2-propen-1-one ClC1=C(C=C(C=C1COC)COC)C(\C=C\C1=CC2=CC=C(C=C2C=C1)OC)=O